6,10-dimethylundec-3,5-dien-2-one CC(=CC=CC(C)=O)CCCC(C)C